COC(=O)NN(CC)C(C1=C(C(=CC(=C1)Br)Br)NC(=O)C1=CC(=NN1C1=NC=CC=C1Cl)Br)=O Methyl-2-[3,5-dibromo-2-({[3-bromo-1-(3-chloropyridin-2-yl)-1H-pyrazol-5-yl]carbonyl}amino)benzoyl]-2-ethylhydrazincarboxylat